NC=1N=C(SC1C(=O)C1=CC=CC=C1)NC1=CC(=C(C=C1)F)OC(F)F {4-amino-2-[3-(difluoromethoxy)-4-fluoroanilino]-1,3-thiazol-5-yl}(phenyl)methanone